O=C1N(CC2=CC=CC=C12)NC(OC(C)(C)C)=O tert-butyl (1-oxoisoindolin-2-yl)carbamate